ClC1=CC=C(C=C1)C1=NN2C(N=CC(=C2)C=2C(=C(C(=O)C3=CC=CC=C3)C=CC2)OC)=C1 [2-(4-chlorophenyl)pyrazolo[1,5-a]pyrimidin-6-yl]-2-methoxybenzophenone